7-(((1s,3s)-3-aminocyclobutyl)amino)-1-isopropoxy-2,6-naphthyridine-3-carbonitrile NC1CC(C1)NC1=NC=C2C=C(N=C(C2=C1)OC(C)C)C#N